1,3-diphenylprop-2-en-1-one O-acetyl oxime C(C)(=O)ON=C(C=CC1=CC=CC=C1)C1=CC=CC=C1